methyl 4-((((6-(3-bromo-2-chlorophenyl)-2-methoxypyridin-3-yl)methyl)amino)methyl)bicyclo[2.2.1]heptane-1-carboxylate BrC=1C(=C(C=CC1)C1=CC=C(C(=N1)OC)CNCC12CCC(CC1)(C2)C(=O)OC)Cl